1,4-Bis(4-hydroxyphenyl)benzene OC1=CC=C(C=C1)C1=CC=C(C=C1)C1=CC=C(C=C1)O